((1R,3s,5S)-8-(4-chlorobenzyl)-8-azabicyclo[3.2.1]oct-3-yl)-1H-indole-6-carboxamide ClC1=CC=C(CN2[C@H]3CC(C[C@@H]2CC3)N3C=CC2=CC=C(C=C32)C(=O)N)C=C1